(E)-3-(hydroxymethyl)-1-(((5-nitrofuran-2-yl)methylene)amino)imidazolidine-2,4-dione OCN1C(N(CC1=O)/N=C/C=1OC(=CC1)[N+](=O)[O-])=O